FC1=C(C=CC=C1F)C1=CC=CC(=N1)C[C@@H]1N(CCC[C@@H]1NS(=O)(=O)C)C(=O)OC(C)C isopropyl cis-2-((6-(2,3-difluorophenyl)pyridin-2-yl)methyl)-3-((methylsulfonyl)amino)piperidine-1-carboxylate